O[C@@]1(C(N(CC1)C)=O)C1=CC(=NO1)C1=CC(=CC=C1)C=1C=CC=2N(C1)C=C(N2)C (R)-3-Hydroxy-1-methyl-3-(3-(3-(2-methylimidazo[1,2-a]pyridin-6-yl)phenyl)isoxazol-5-yl)pyrrolidin-2-one